C1C(CC12CCC2)NC(NC(C(=O)N)C2=CC(=CC=C2)C(F)(F)F)=O 2-(3-spiro[3.3]hept-2-yl-ureido)-2-(3-trifluoromethyl-phenyl)-acetamide